C(N)(=O)[C@@]1(N(COC1)C(=O)OCC1=CC=CC=C1)C Benzyl (R)-4-carbamoyl-4-methyloxazolidine-3-carboxylate